(2R,3R,4S,5R)-2-(4-Amino-7H-pyrrolo[2,3-d]pyrimidin-7-yl)-5-(((2-aminochinolin-7-yl)oxy)methyl)tetrahydrothiophen-3,4-diol NC=1C2=C(N=CN1)N(C=C2)[C@@H]2S[C@@H]([C@H]([C@H]2O)O)COC2=CC=C1C=CC(=NC1=C2)N